3,7-Dibromo-2-chloro-5-fluoroquinoline (5-fluoropyrimidin-2-yl)methyl-(1-hydroxy-7-methyl-1,3-dihydrobenzo[c][1,2]oxaborole-6-carbonyl)-L-valinate FC=1C=NC(=NC1)CN([C@@H](C(C)C)C(=O)O)C(=O)C=1C=CC2=C(B(OC2)O)C1C.BrC=1C(=NC2=CC(=CC(=C2C1)F)Br)Cl